Dimethyl-6-chloro-N-methyl-2-(1-methyl-3-phenyl-1H-1,2,4-triazol-5-yl)pyridine-3-sulfonamide CC=1C(=C(C(=NC1Cl)C1=NC(=NN1C)C1=CC=CC=C1)S(=O)(=O)NC)C